FC1=C(C=CC=C1)NC1=NC=C2C=CC(=NC2=C1)N(C1CCNCC1)C N7-(2-fluorophenyl)-N2-methyl-N2-(piperidin-4-yl)-1,6-naphthyridine-2,7-diamine